n-Hexen C=CCCCC